C1CC12CCC(CC2)OC2=NC=CC(=N2)C2=CN=C(S2)N 5-(2-(spiro[2.5]octan-6-yloxy)pyrimidin-4-yl)thiazol-2-amine